tris(trimethylsiloxy)bis(trimethylsiloxy)silane C[Si](OC([Si](O[SiH2]O[Si](C)(C)C)(C)C)(O[Si](C)(C)C)O[Si](C)(C)C)(C)C